2-(2-((5-(1-aminoisoquinolin-5-yl)-2-(1-(2-hydroxyethyl)azetidin-3-yl)-2H-indazol-3-yl)methoxy)phenyl)acetic acid NC1=NC=CC2=C(C=CC=C12)C1=CC2=C(N(N=C2C=C1)C1CN(C1)CCO)COC1=C(C=CC=C1)CC(=O)O